4-Bromo-3,6-difluorobenzene-1,2-diamine BrC=1C(=C(C(=C(C1)F)N)N)F